CC=1C(N=C2C=CC=CC12)=O methyl-2-indolone